ClC=1N=C(C2=C(N1)C=CS2)N(C(OC(C)(C)C)=O)CC=2OC=CC2 tert-butyl (2-chlorothieno[3,2-d]pyrimidin-4-yl)(furan-2-ylmethyl)carbamate